5-(3-bromo-4-methylphenyl)-2-(cyclopropylmethyl)-1H-pyrrole-3-carboxamide BrC=1C=C(C=CC1C)C1=CC(=C(N1)CC1CC1)C(=O)N